(2R,5R)-2-ethyl-5-methyl-2,3-dihydropyrido[2,3-f][1,4]oxazepine-4(5H)-carboxylic acid tert-butyl ester C(C)(C)(C)OC(=O)N1C[C@H](OC2=C([C@H]1C)N=CC=C2)CC